C1(CCCC1)NC1=CC=C2C(=NC(=NC2=C1)C1=CC=C(C=C1)NC(C=C)=O)NC1=NNC(=C1)C N-(4-(7-(cyclopentylamino)-4-((5-methyl-1H-pyrazol-3-yl)amino)quinazolin-2-yl)phenyl)acrylamide